8-amino-4,4-dimethyl-N-{4-[(1-methylpiperidin-4-yl)carbamoyl]benzyl}-4,5-dihydro-1H-pyrazolo[4,3-H]quinazoline-3-carboxamide NC1=NC=2C3=C(C(CC2C=N1)(C)C)C(=NN3)C(=O)NCC3=CC=C(C=C3)C(NC3CCN(CC3)C)=O